2-chloro-6-(trifluoromethyl)pyridine-3-carbonyl chloride ClC1=NC(=CC=C1C(=O)Cl)C(F)(F)F